N-(7-cyano-2,2-difluorobenzo[d][1,3]dioxolan-4-yl)-2-(4-((1-(2-(2,6-dioxopiperidin-3-yl)-1,3-dioxoisoindoline-5-yl)azetidin-3-yl)ethynyl)-1H-pyrazole-1-yl)-2-methylpropanamide C(#N)C1=CC=C(C2=C1OC(O2)(F)F)NC(C(C)(C)N2N=CC(=C2)C#CC2CN(C2)C=2C=C1C(N(C(C1=CC2)=O)C2C(NC(CC2)=O)=O)=O)=O